FC(C=1C=C(C=CC1)NC1CN(CCC1)C(=O)[O-])(F)F 3-((3-(trifluoromethyl)phenyl)amino)piperidine-1-carboxylate